2-((1S,2S)-2-(2,2-difluorobenzo[d][1,3]dioxol-5-yl)cyclopropyl)-4,4,5,5-tetramethyl-1,3,2-dioxaborolane FC1(OC2=C(O1)C=CC(=C2)[C@@H]2[C@H](C2)B2OC(C(O2)(C)C)(C)C)F